1,2-diaminopentane NCC(CCC)N